(hydroxymethyl)pyrazole-4-carboxamide OCC1=NNC=C1C(=O)N